FC(C1=NNC2=CN=CC=C21)F 3-(Difluoromethyl)-1H-pyrazolo[3,4-c]pyridine